COC(=O)C=1N=C(SC1C1CCC1)C1=CC(=CC=C1)C1=NOC(=C1)[C@]1(C(N(CC1)C)=O)O.C(C=C)C1=CC(=CC=C1)C(=O)OC1=CC=CC=C1 1-allyl-3-(phenyl-carboxy)benzene (R)-Methyl-5-cyclobutyl-2-(3-(5-(3-hydroxy-1-methyl-2-oxopyrrolidin-3-yl)isoxazol-3-yl)phenyl)thiazole-4-carboxylate